(5-fluoro-2-methylpyridin-4-yl)-1H-pyrazole-3-carboxylic acid FC=1C(=CC(=NC1)C)N1N=C(C=C1)C(=O)O